CC1=CC=C(C=C1)C(=O)NCC1=CSC=C1 4-methyl-N-(thiophen-3-ylmethyl)benzeneFormamide